C[C@H]1CN(CC[C@@H]1NC(=O)C1=CC(=CC=2N(C=NC21)CC(F)(F)F)C#CCNC=2C(OC)=CC=C(C2)C(NC)=O)C2CCC(CC2)F N-{(3S,4S)-3-methyl-1-[(1r,4S)-4-fluorocyclohexyl]-4-piperidyl}-6-{3-[4-(N-methylcarbamoyl)-2-anisidino]-1-propynyl}-1-(2,2,2-trifluoroethyl)-1H-1,3-benzimidazole-4-carboxamide